2-amino-4-ethyl-thiazole-5-carboxylic acid ethyl ester C(C)OC(=O)C1=C(N=C(S1)N)CC